(2R,3S)-2-(3-(6-(ethyl-(methyl)amino)-9H-purin-9-yl)propyl)piperidin-3-ol C(C)N(C1=C2N=CN(C2=NC=N1)CCC[C@H]1NCCC[C@@H]1O)C